4-(1-methanesulfonylcyclopropyl)-N-(3-methyl-1H-pyrazol-5-yl)-6-[(3R)-3-methylmorpholin-4-yl]pyrimidin-2-amine CS(=O)(=O)C1(CC1)C1=NC(=NC(=C1)N1[C@@H](COCC1)C)NC1=CC(=NN1)C